C(CCCC)OC1C2C=CC(C1)C2=O 5-(n-pentyloxy)-7-oxo-bicyclo[2.2.1]Hept-2-ene